2-(1-(4-Fluoro-3-hydroxyphenyl)-1H-indazol-5-yl)-5-hydroxybenzonitrile FC1=C(C=C(C=C1)N1N=CC2=CC(=CC=C12)C1=C(C#N)C=C(C=C1)O)O